NC1=C(C=CC(C1)=O)[C@@H](C(=O)O)CC 2-(S)-amino-4-oxo-phenyl-butyric acid